C(C)(C)(C)OC(=O)N1[C@@H](C[C@H](C1)F)C(=O)[O-] (2s,4r)-1-(tert-butoxycarbonyl)-4-fluoropyrrolidine-2-carboxylate